methyl 4-(dimethylamino)-3-methyl-2-oxobut-3-enoate CN(C=C(C(C(=O)OC)=O)C)C